(M)-6-Chloro-7-(cyclohepten-1-yl)-4-[(2S,5R)-2,5-dimethyl-4-prop-2-enoyl-piperazin-1-yl]-1-(2-isopropyl-4-methyl-3-pyridyl)pyrido[2,3-d]pyrimidin-2-one ClC1=CC2=C(N(C(N=C2N2[C@H](CN([C@@H](C2)C)C(C=C)=O)C)=O)C=2C(=NC=CC2C)C(C)C)N=C1C1=CCCCCC1